N-(8-methoxy-2-methylimidazo[1,2-a]pyridin-6-yl)-1,1-diphenylmethanimine COC=1C=2N(C=C(C1)N=C(C1=CC=CC=C1)C1=CC=CC=C1)C=C(N2)C